4-[5-methylsulfinyl-4-(4-trifluoromethoxy-phenyl)-pyrimidin-2-ylamino]-N-(2-methyl-5-morpholin-4-ylmethyl-phenyl)-benzamide CS(=O)C=1C(=NC(=NC1)NC1=CC=C(C(=O)NC2=C(C=CC(=C2)CN2CCOCC2)C)C=C1)C1=CC=C(C=C1)OC(F)(F)F